methyl 4-[(5-bromo-2-methyl-2H-1,2,3-triazol-4-yl)amino]thiophene-2-carboxylate BrC=1C(=NN(N1)C)NC=1C=C(SC1)C(=O)OC